4-Morpholinopyrimido[4',5':4,5]Selenolo(2,3-b)Quinoline O1CCN(CC1)C1=NC=NC2=C1[Se]C1=NC=3C=CC=CC3C=C12